O=C1NC(CC[C@@H]1C1=C(C=C(C=C1F)N1CCCC1)F)=O (R)-1-(4-((R)-2,6-dioxopiperidin-3-yl)-3,5-difluorophenyl)pyrrolidine